cis-tert-butyl N-[4-[1-methyl-2,3,3a,4,6,6a-hexahydropyrrolo[2,3-c]pyrrol-5-yl]-3-bromo-6-fluoro-9H-pyrido[2,3-b]indol-8-yl]-N-methyl-carbamate CN1CC[C@@H]2[C@H]1CN(C2)C2=C(C=NC=1NC3=C(C=C(C=C3C12)F)N(C(OC(C)(C)C)=O)C)Br